ClC1=CC=C2C(=N1)N(C(=C2)C2=NC1=C(N2C)C(=CC(=C1)C(=O)N1C[C@@H](C[C@H](C1)F)NC(OC(C)(C)C)=O)OC)CC1CC1 tert-butyl ((3R,5R)-1-(2-(6-chloro-1-(cyclopropylmethyl)-1H-pyrrolo[2,3-b]pyridin-2-yl)-7-methoxy-1-methyl-1H-benzo[d]imidazole-5-carbonyl)-5-fluoropiperidin-3-yl)carbamate